FC=1C(=CC(=NC1)N1N=C(C(=C1C)C(=O)NC1COC1)C)OC1CN(C1)C(=O)N1N=CC[C@H]1C1=CC(=CC=C1)F (S)-1-(5-fluoro-4-((1-(5-(3-fluorophenyl)-4,5-dihydro-1H-pyrazole-1-carbonyl)azetidin-3-yl)oxy)pyridin-2-yl)-3,5-dimethyl-N-(oxetan-3-yl)-1H-pyrazole-4-carboxamide